NC1=CC=CC(=N1)S(=O)(=O)NC(=O)C=1C(=NC(=CC1)C1=C(C(=CC=C1)C)O)OC1=C(C=C(C=C1C)C)C N-[(6-Amino-2-pyridyl)sulfonyl]-6-(2-hydroxy-3-methylphenyl)-2-(2,4,6-trimethylphenoxy)pyridin-3-carboxamid